5-[4-[2-(4-chlorophenyl)ethynyl]phenyl]-5-[2-(2-hydroxyethyl)-2,7-diazaspiro[3.5]nonan-7-yl]hexahydropyrimidine-2,4,6-trione 2,2,2-trifluoroacetic acid salt FC(C(=O)O)(F)F.ClC1=CC=C(C=C1)C#CC1=CC=C(C=C1)C1(C(NC(NC1=O)=O)=O)N1CCC2(CN(C2)CCO)CC1